6-(Azetidin-1-yl)-N-[(3S)-9-fluoro-2-oxo-5-phenyl-1,3-dihydro-1,4-benzo-diazepin-3-yl]-2-(2-fluorophenyl)-imidazo[1,2-b]-pyridazine-3-carboxamide N1(CCC1)C=1C=CC=2N(N1)C(=C(N2)C2=C(C=CC=C2)F)C(=O)N[C@@H]2C(NC1=C(C(=N2)C2=CC=CC=C2)C=CC=C1F)=O